ClC=1C2=C(N=CN1)N(C=C2I)[C@@H]2C[C@@H]([C@@H]1[C@H]2OC(O1)(C)C)CNC([O-])=O N-{[(3aR,4R,6R,6aS)-6-{4-chloro-5-iodopyrrolo[2,3-d]pyrimidin-7-yl}-2,2-dimethyl-tetrahydro-3aH-cyclopenta[d][1,3]dioxol-4-yl]methyl}carbamate